indium (III) ethanol chloride [Cl-].C(C)O.[In+3].[Cl-].[Cl-]